4-(2-methylpyridin-4-yloxy)benzonitrile CC1=NC=CC(=C1)OC1=CC=C(C#N)C=C1